2-methylbutyl-caproic acid CC(CC(C(=O)O)CCCC)CC